FC(C(=O)O)(F)F.N1CCC(=CC1)C1=CC=C(C=C1)NC(=O)C=1N(C=C(C1)C=1CCNCC1)C 1-methyl-4-(1,2,3,6-tetrahydro-pyridin-4-yl)-1H-pyrrole-2-carboxylic acid [4-(1,2,3,6-tetrahydro-pyridin-4-yl)-phenyl]-amide trifluoroacetate